NC1=C(CC2(OCCO2)CC(=O)OC)C=C(C=C1)F methyl [2-(2-amino-5-fluorobenzyl)-1,3-dioxolan-2-yl]acetate